2,6-dipropenylmethylbenzene C(=CC)C1=C(C(=CC=C1)C=CC)C